(3'-fluoro-6-nitro-[3,4'-bipyridine]-4-yl)methanol FC=1C=NC=CC1C=1C=NC(=CC1CO)[N+](=O)[O-]